1-Methyl-styrol CC1(C=C)CC=CC=C1